4-((2-(azetidin-1-ylmethyl)-3,6-difluorobenzyl)(methyl)amino)-2,6-difluoro-N-(thiazol-4-yl)benzenesulfonamide N1(CCC1)CC1=C(CN(C2=CC(=C(C(=C2)F)S(=O)(=O)NC=2N=CSC2)F)C)C(=CC=C1F)F